CN1C=C(C2=CC=CC=C12)N[C@H](C(=O)O)CCN(CCCCC1=NC=2NCCCC2C=C1)CCOC=1C=NC(=CC1)C (S)-2-((1-methyl-1H-indol-3-yl)amino)-4-((2-((6-methylpyridin-3-yl)oxy)ethyl)(4-(5,6,7,8-tetrahydro-1,8-naphthyridin-2-yl)butyl)amino)butanoic acid